5-[1-(2,6-Difluoro-phenyl)-piperidin-4-yl]-2-methyl-7-[1-(2-trifluoromethylphenyl)-ethyl]-2,4,5,7-tetrahydro-pyrazolo[3,4-d]pyrimidin-6-one FC1=C(C(=CC=C1)F)N1CCC(CC1)N1C(N(C=2C(C1)=CN(N2)C)C(C)C2=C(C=CC=C2)C(F)(F)F)=O